(S)-2-(3-((2-chloropyridin-4-yl)oxy)pyrrolidin-1-yl)-N-(3-(2-((1,5-dimethyl-1H-pyrazol-3-yl)amino)-5-methylpyrimidin-4-yl)-1H-indol-7-yl)acetamide ClC1=NC=CC(=C1)O[C@@H]1CN(CC1)CC(=O)NC=1C=CC=C2C(=CNC12)C1=NC(=NC=C1C)NC1=NN(C(=C1)C)C